2-(4-(Dimethylamino)piperidin-1-yl)quinoline-6-carboxylic acid methyl ester COC(=O)C=1C=C2C=CC(=NC2=CC1)N1CCC(CC1)N(C)C